BrC=1C=C(C=2N(C1)N=CC2C#N)C=2C=NC(=CC2)N2CC1N(C(C2)C1)CC=1C=NC(=CC1)OC1CC1 6-Bromo-4-(6-(6-((6-cyclopropoxypyridin-3-yl)methyl)-3,6-diazabicyclo[3.1.1]heptan-3-yl)pyridin-3-yl)pyrazolo[1,5-a]pyridine-3-carbonitrile